N[C@H](C(=O)NC)CCN(C(CO)=O)[C@H](C(C)(C)C)C=1N(C=C(C1)C1=C(C=CC(=C1)F)F)CC1=CC=CC=C1 (2S)-2-amino-4-[{(1R)-1-[1-benzyl-4-(2,5-difluorophenyl)-1H-pyrrol-2-yl]-2,2-dimethylpropyl}(glycolyl)amino]-N-methylbutanamide